C(C)C1=NN=C(S1)CN (5-ethyl-1,3,4-thiadiazol-2-yl)methanamine